COC([C@H](C(C)C)N=P(=O)OC1=C(C=CC=C1)OC[C@H]1O[C@H]([C@]([C@@H]1O)(C)F)N1C(NC(C=C1)=O)=O)=O (S)-2-{[(2R,3R,4R,5R)-5-(2,4-Dioxo-3,4-dihydro-2H-pyrimidin-1-yl)-4-fluoro-3-hydroxy-4-methyl-tetrahydro-furan-2-ylmethoxy]-phenoxy-phosphorylamino}-3-methyl-butyric acid methyl ester